C(CCCCC)C(C(=O)OC(C(=O)O)C1=CC=CC=C1)CCCCCCCC 2-hexyl-decanoyloxyphenylacetic acid